(S)-(7-(3,4-dimethoxy-phenyl)pyrazolo[1,5-a]pyrimidin-2-yl)(3-methyl-4-(phenylsulfonyl)piperazin-1-yl)methanone COC=1C=C(C=CC1OC)C1=CC=NC=2N1N=C(C2)C(=O)N2C[C@@H](N(CC2)S(=O)(=O)C2=CC=CC=C2)C